thiophene calcium stearate C(CCCCCCCCCCCCCCCCC)(=O)[O-].[Ca+2].S1C=CC=C1.C(CCCCCCCCCCCCCCCCC)(=O)[O-]